NCC=1C(=C2CN(C(C2=CC1)=O)C1CNCCC1)F 3-[5-(aminomethyl)-4-fluoro-1-oxo-2,3-dihydro-1H-isoindol-2-yl]Piperidine